rac-(3aR,5S,7aR)-1,3,3,5-tetramethyl-5-(3-methylbut-2-en-1-yl)octahydrobenzo[c]isoxazole CN1OC([C@H]2[C@H]1CC[C@](C2)(CC=C(C)C)C)(C)C |r|